3-(6-amino-8-((6-(5-methylfuran-2-yl)benzo[d][1,3]dioxol-5-yl)thio)-9H-purin-9-yl)-N-cyclopropylpropanamide NC1=C2N=C(N(C2=NC=N1)CCC(=O)NC1CC1)SC1=CC2=C(OCO2)C=C1C=1OC(=CC1)C